(R)-4-(4-(4-((6-((1-acryloylpiperidin-4-yl)amino)-7-methoxyquinazolin-4-yl)amino)-3-fluorophenoxy)pyridin-2-yl)morpholine-2-carbonitrile C(C=C)(=O)N1CCC(CC1)NC=1C=C2C(=NC=NC2=CC1OC)NC1=C(C=C(OC2=CC(=NC=C2)N2C[C@@H](OCC2)C#N)C=C1)F